CC12C(C(=CC=C1)C)O2 2,6-dimethylphenyleneoxide